ClC1=C(C=CC=C1)CC(C(=O)N)O 3-(2-chlorophenyl)-2-hydroxypropionamide